NC=1C=C(C(=O)OC)C=C(C1N)OCCOC methyl 3,4-diamino-5-(2-methoxyethoxy)benzoate